NC=1C=CC(=C(C1)C1=C(C=C2C(=NC(N(C2=C1)C1=C(C=CC=C1)C(C)C)=O)N1[C@H](CN(CC1)C(C=C)=O)C)Cl)Cl 7-(5-amino-2-chlorophenyl)-6-chloro-4-((2S)-2-methyl-4-(2-propenoyl)-1-piperazinyl)-1-(2-(2-propanyl)-phenyl)-2(1H)-quinazolinone